3-(((R)-7-((2S,4R)-2-(2,5-difluorophenyl)-4-(methylamino)piperidine-1-carbonyl)-7-azaspiro[4.5]dec-10-yl)methyl)-6-(o-tolyl)pyrimidin-4(3H)-one FC1=C(C=C(C=C1)F)[C@H]1N(CC[C@H](C1)NC)C(=O)N1CC2(CCCC2)[C@@H](CC1)CN1C=NC(=CC1=O)C1=C(C=CC=C1)C